tert-butyl 2-(3,3-difluoroazetidine-1-carbonyl)-1-methyl-1,4,5,7-tetrahydro-6H-pyrrolo[2,3-c]pyridine-6-carboxylate FC1(CN(C1)C(=O)C1=CC2=C(CN(CC2)C(=O)OC(C)(C)C)N1C)F